OC1(CN(C1)CC1=CC(=NC=C1)C=1C=C2CN(C(C2=CC1)=O)C1C(NC(CC1)=O)=O)C 3-(5-(4-((3-hydroxy-3-methylazetidin-1-yl)methyl)pyridin-2-yl)-1-oxoisoindolin-2-yl)piperidine-2,6-dione